ClC1=CC=C(C=C1)N1N=C(N(C1=O)C)N1N=C(C(C1)C1=CC=CC=C1)C1=CC=C(C=C1)Cl 1-(4-chlorophenyl)-3-[3-(4-chlorophenyl)-4-phenyl-4,5-dihydro-1H-pyrazol-1-yl]-4-methyl-4,5-dihydro-1H-1,2,4-triazol-5-one